OCCCN(C(OC(C)(C)C)=O)C 1-Tert-butyl (3-hydroxypropyl)(methyl)carbamate